2-(6-methoxy-4-methylpyridin-3-yl)-N,N-dimethylethanamine COC1=CC(=C(C=N1)CCN(C)C)C